FC(C1=CC=C(C=C1)C)(F)F [4-(trifluoromethyl)phenyl]methane